CC1NCCNC1 2-methylpiperazine